(9H-fluoren-9-yl)methyl (2-(1,4-dioxaspiro[4.5]decan-8-yl) propan-2-yl)carbamate O1CCOC12CCC(CC2)C(C)(C)NC(OCC2C1=CC=CC=C1C=1C=CC=CC21)=O